C1OCC[C@@]12CN(CC2)C2=NC=CC(=C2)C(=O)N 2-[(5S)-2-oxa-7-azaspiro[4.4]nonan-7-yl]pyridine-4-carboxamide